N-(((3-(dimethylamino)propyl)amino)((4-methylquinazolin-2-yl)amino)methylene)cyclobutanecarboxamide CN(CCCNC(=NC(=O)C1CCC1)NC1=NC2=CC=CC=C2C(=N1)C)C